tert-butyl 4-(acetylthio)but-2-ynoate C(C)(=O)SCC#CC(=O)OC(C)(C)C